2-fluoro-1-(3-(6-fluoro-3-(4-(trifluoromethyl)phenyl)-1H-pyrazolo[4,3-b]pyridin-1-yl)-azetidin-1-yl)prop-2-en-1-one FC(C(=O)N1CC(C1)N1N=C(C2=NC=C(C=C21)F)C2=CC=C(C=C2)C(F)(F)F)=C